C12(CC(C1)C2)C(=O)N2[C@H]([C@H]([C@H](C2)F)NS(=O)(=O)CC)CC=2C(=C(C=CC2)C2=C(C=CC(=C2)F)F)F N-{(2S,3R,4S)-1-(bicyclo[1.1.1]pentane-1-carbonyl)-4-fluoro-2-[(2,2',5'-trifluoro[1,1'-biphenyl]-3-yl)methyl]pyrrolidin-3-yl}-ethanesulfonamide